ClC1=CC(=NC(=N1)COC)N1C2CC(C1)(C2)C(C)(C)O 2-(2-(6-chloro-2-(methoxymethyl)pyrimidin-4-yl)-2-azabicyclo[2.1.1]hexan-4-yl)propan-2-ol